S(=O)(=O)(O)O.ClC1=C(C=CC(=C1)F)[C@H]1C(=C(N=C(N1)C=1SC=CN1)CN1C[C@@H]2N(CC1)C(N(C2)C2=CC=C(C(=O)O)C=C2)=O)C(=O)OC 4-((S)-7-(((R)-6-(2-chloro-4-fluorophenyl)-5-(methoxycarbonyl)-2-(thiazol-2-yl)-1,6-dihydropyrimidin-4-yl)methyl)-3-oxohexahydroimidazo[1,5-a]pyrazin-2(3H)-yl)benzoic acid sulfate salt